BrC1=C(C=C(OC2CNC2)C=C1F)F 3-(4-bromo-3,5-difluoro-phenoxy)azetidine